C(=O)[O-].C(C1=CC=CC=C1)OC(=O)N1CCN(CC1)C(CCC[N+](CC(=O)OC(C)(C)C)(CCCNC(=O)OC(C)(C)C)CCCNC(=O)OC(C)(C)C)=O [4-(4-Benzyloxycarbonylpiperazin-1-yl)-4-oxo-butyl]-bis[3-(tert-butoxycarbonylamino)propyl]-(2-tert-butoxy-2-oxo-ethyl)ammonium formate salt